ClC1=CC=C(C=C1)C=1C(=NC=NC1C=1C=NN(C1)CC=1C=NC(=CC1)C(F)(F)F)N 5-(p-chlorophenyl)-6-(1-{[6-(trifluoromethyl)-3-pyridinyl]methyl}-1H-pyrazol-4-yl)-4-pyrimidinyl-amine